1-[5-(difluoromethyl)-6-[3-(difluoromethyl)-5-methyl-pyrazol-1-yl]-2-pyridyl]-N-(6-methylpyridazin-3-yl)-6-pyrrolidin-3-yloxy-benzimidazol-5-amine FC(C=1C=CC(=NC1N1N=C(C=C1C)C(F)F)N1C=NC2=C1C=C(C(=C2)NC=2N=NC(=CC2)C)OC2CNCC2)F